4-(ethoxycarbonyl)furan-2-sulfonic acid C(C)OC(=O)C=1C=C(OC1)S(=O)(=O)O